2-methoxy-5-(2-methoxyvinyl)-4-(trifluoromethyl)pyridine COC1=NC=C(C(=C1)C(F)(F)F)C=COC